FC(C(C(C(C(C(C(C(C(C(F)(F)F)(F)F)(F)F)(F)F)(F)F)(F)F)(F)F)(F)F)(F)F)(C1=CC=C(N)C=C1)F 4-(perfluorodecyl)aniline